(R)-5-[4-(2-hydroxy-ethoxy)-phenyl]-3-[1-(5-iodo-1H-benzoimidazol-2-yl)-cyclopropyl]-imidazoline-2,4-dione OCCOC1=CC=C(C=C1)[C@@H]1C(N(C(N1)=O)C1(CC1)C1=NC2=C(N1)C=CC(=C2)I)=O